N[C@H]1CC[C@H](CC1)C1=CN(C2=CN=CC=C21)C2=C(C(=O)N(C)C(C)C)C=C(C=C2)F 2-(3-(cis-4-aminocyclohexyl)-1H-pyrrolo[2,3-c]pyridin-1-yl)-5-fluoro-N-isopropyl-N-methylbenzamide